C(C)OC(/C=C/CCCP)OCC (4E)-6,6-diethoxy-4-hexenylphosphine